Cobalt-silicon [Si].[Co]